7-(1-(1-Ethoxyethyl)-1H-pyrazol-4-yl)-N-((3S,4S)-3-fluorotetrahydro-2H-pyran-4-yl)-[1,2,4]triazolo[1,5-a]pyridin-2-amine C(C)OC(C)N1N=CC(=C1)C1=CC=2N(C=C1)N=C(N2)N[C@@H]2[C@@H](COCC2)F